1-O-p-nitrophenylcarbonyl-2,3,4,6-tetra-O-acetyl-α-D-glucopyranose [N+](=O)([O-])C1=CC=C(C=C1)C(=O)O[C@@H]1[C@H](OC(C)=O)[C@@H](OC(C)=O)[C@H](OC(C)=O)[C@H](O1)COC(C)=O